CN(C(=O)N1C23N(C=4C1N2N4)N3)C dimethyl-triazeno-imidazolecarboxamide